methyl (2S)-6-[[(1R,3R)-3-(methoxycarbonyl)cyclohexyl] amino]-2-methyl-5-nitro-1,2,3,4-tetrahydroquinoline-1-carboxylate COC(=O)[C@H]1C[C@@H](CCC1)NC=1C(=C2CC[C@@H](N(C2=CC1)C(=O)OC)C)[N+](=O)[O-]